tert-butyl (S)-3-(8-bromo-3-fluoroquinolin-5-yl)-2-((diphenylmethylene)amino)propanoate BrC=1C=CC(=C2C=C(C=NC12)F)C[C@@H](C(=O)OC(C)(C)C)N=C(C1=CC=CC=C1)C1=CC=CC=C1